CCC(=O)OC1=C(C=C(C=C1)Cl)Cl 2,4-dichlorophenol methyl-acetate